methyl N-[4-carbamoyl-1-[4-(cyanomethyl)-1-[[4-(1-ethylpyrazol-3-yl)phenyl]methyl]-3-fluoro-4-piperidyl]pyrazol-3-yl]carbamate C(N)(=O)C=1C(=NN(C1)C1(C(CN(CC1)CC1=CC=C(C=C1)C1=NN(C=C1)CC)F)CC#N)NC(OC)=O